ClN[C@@H](CC1=CC=C(C=C1)O)C(=O)O N-monochlorotyrosine